N-(4-fluorophenyl)-N-(4-hydroxyphenyl)cyclopropane-1,1-dicarboxamide FC1=CC=C(C=C1)N(C(=O)C1(CC1)C(=O)N)C1=CC=C(C=C1)O